((3-(2-Phenylpropanamido)-5-(trifluoromethyl)-phenyl)carbamoyl)(3-(pyridin-2-ylmethyl)-1,2,3-oxadiazol-3-ium-5-yl)amide C1(=CC=CC=C1)C(C(=O)NC=1C=C(C=C(C1)C(F)(F)F)NC(=O)[N-]C1=C[N+](=NO1)CC1=NC=CC=C1)C